2-(2,3-Dihydro-benzo[1,4]dioxin-6-yl)-3-(5-fluoro-2-methylphenyl)-thiazolidin-4-one O1CCOC2=C1C=CC(=C2)C2SCC(N2C2=C(C=CC(=C2)F)C)=O